6-(1H-imidazol-1-yl)-4-methyl-N-(pyridin-4-yl)pyridine-2-carboxamide N1(C=NC=C1)C1=CC(=CC(=N1)C(=O)NC1=CC=NC=C1)C